C(C1=CC=CC=C1)OC1=C(C=C2C=NN(C2=C1F)C=1C=NC(=CC1)Br)F 6-(Benzyloxy)-1-(6-bromopyridin-3-yl)-5,7-difluoro-1H-indazole